N-((3R,5R)-5-cyano-1-(7-(8-ethynyl-3-hydroxynaphthalen-1-yl)-8-fluoro-2-((tetrahydro-1H-pyrrolizin-7a(5H)-yl)methoxy)pyrido[4,3-d]pyrimidin-4-yl)azepan-3-yl)acrylamide C(#N)[C@H]1C[C@H](CN(CC1)C=1C2=C(N=C(N1)OCC13CCCN3CCC1)C(=C(N=C2)C2=CC(=CC1=CC=CC(=C21)C#C)O)F)NC(C=C)=O